silver-dysprosium [Dy].[Ag]